(3R,4S)-3-cyclopropyl-4-methyl-1-[7-(1-methylpyrazol-4-yl)imidazo[1,2-a]pyridin-5-yl]-2-oxopyrrolidine-3-carbonitrile C1(CC1)[C@]1(C(N(C[C@H]1C)C1=CC(=CC=2N1C=CN2)C=2C=NN(C2)C)=O)C#N